(S)-7-(4-(2-methoxyphenyl)piperidin-1-yl)-5-oxa-2-azaspiro[3.4]octane-2-carboxylic acid tert-butyl ester C(C)(C)(C)OC(=O)N1CC2(C1)OC[C@H](C2)N2CCC(CC2)C2=C(C=CC=C2)OC